(S)-2-(2-((5-bromo-6-oxo-1,6-dihydropyridazin-4-yl)oxy)propoxy)-N-methyl-N-(1-(5-(trifluoromethyl)pyrimidin-2-yl)piperidin-4-yl)acetamide BrC1=C(C=NNC1=O)O[C@H](COCC(=O)N(C1CCN(CC1)C1=NC=C(C=N1)C(F)(F)F)C)C